2'-chloro-5'-methoxy-6-methyl-N-(5-(trifluoromethyl)-1,3,4-thiadiazol-2-yl)-(4,4'-bipyridine)-3-carboxamide ClC1=NC=C(C(=C1)C1=C(C=NC(=C1)C)C(=O)NC=1SC(=NN1)C(F)(F)F)OC